[Na].FC1(OC(OC1(F)F)(C(C(C(F)(F)F)(F)F)(F)F)C(O)(F)F)C(C(C(F)(F)F)(F)F)(F)F perfluoro(2-hydroxymethyl-2,4-di-n-propyl-1,3-dioxolane) sodium salt